1-(6-(((1S,3S)-3-((5-Chloropyrazin-2-yl)amino)cyclopentyl)amino)pyridin-3-yl)quinolin-2(1H)-one ClC=1N=CC(=NC1)N[C@@H]1C[C@H](CC1)NC1=CC=C(C=N1)N1C(C=CC2=CC=CC=C12)=O